(S)-3-allylisobenzofuran-1(3H)-one C(C=C)[C@@H]1OC(C2=CC=CC=C12)=O